COC1=C(C=C(C=C1N)N1CC2=C(CCC1)C=CC=C2)C2=CC=CC=C2 Methoxy-5-(1,3,4,5-tetrahydro-2H-benzo[c]azepin-2-yl)-[1,1'-biphenyl]-3-amine